alpha-acrylamidomethylpropanesulphonic acid C(C=C)(=O)NCC(CC)S(=O)(=O)O